tert-Butyl 1-(6-(4-amino-2-pent-4-enamidophenyl)-3-chloropyridazin-4-yl)but-3-enylcarbamate NC1=CC(=C(C=C1)C1=CC(=C(N=N1)Cl)C(CC=C)NC(OC(C)(C)C)=O)NC(CCC=C)=O